C(CCCCCCCNCCNCCNCCNCCNCCCCCCCC(=O)[O-])(=O)[O-] 9,12,15,18,21-penta-azanonacosanedioate